CC1=C(C(=CC=C1)C)NC(=O)[C@H]1NCCCC1 (S)-N-(2,6-dimethylphenyl)piperidine-2-carboxamide